N-(3-{6-[(3S)-3-aminobut-1-yn-1-yl]-5-(morpholin-4-yl)pyridin-3-yl}-4-methylphenyl)-2-(trifluoromethyl)-pyridine-4-carboxamide N[C@H](C#CC1=C(C=C(C=N1)C=1C=C(C=CC1C)NC(=O)C1=CC(=NC=C1)C(F)(F)F)N1CCOCC1)C